[Si](C)(C)(C(C)(C)C)OC(CC(=O)OC)(C)C methyl 3-[(tert-butyldimethylsilyl)oxy]-3-methylbutanoate